FC=1C(=C(C=CC1F)[C@H]1[C@@H](O[C@]([C@H]1C)(C(F)(F)F)C)C(=O)NC=1C(=NN(C1)S(=O)(=O)C)C)OC (2r,3s,4s,5r)-3-(3,4-difluoro-2-methoxyphenyl)-4,5-dimethyl-N-(3-methyl-1-(methylsulfonyl)-1H-pyrazol-4-yl)-5-(trifluoromethyl)tetrahydrofuran-2-carboxamide